5-((2-aminoethyl)amino)naphthalene-1-sulfonic acid, sodium salt [Na+].NCCNC1=C2C=CC=C(C2=CC=C1)S(=O)(=O)[O-]